[F-].C(CCCCCCC)[N+](C)(CCCCCCCC)CCCCCCCC trioctylmethylammonium fluoride